[I-].ClC[N+]1=CN(C=C1)C 3-(chloromethyl)-1-methyl-1H-imidazol-3-ium iodide